C(C)N1[C@H]2[C@@H](CC[C@@H]1CC2)N2C=NC1=C2N=NC(=C1C)C1=C(C=C(C=C1)C(F)(F)F)O 2-(7-((1R,2R,5S)-8-ethyl-8-aza-bicyclo[3.2.1]octan-2-yl)-4-methyl-7H-imidazo[4,5-c]pyridazin-3-yl)-5-(trifluoro-methyl)phenol